C12C3C(C(CC1)C2)C(NC3=O)=O exo-bicyclo[2.2.1]heptane-2,3-dicarboximide